tert-butyl-(((R)-2-((3E,7E)-4,8-dimethyl-11-(oxetan-3-ylidene)undecane-3,7-dien-1-yl)-2,5,7,8-tetramethylchroman-6-yl)oxy)dimethylsilane C(C)(C)(C)[Si](C)(C)OC=1C(=C2CC[C@@](OC2=C(C1C)C)(C)CC\C=C(\CC\C=C(\CCC=C1COC1)/C)/C)C